OC1=CC=C(C=C1)/C(=C(\CC)/C1=CC=CC=C1)/C1=CC=C(OCCN2CCC(CC2)CCNC=2C=C3CN(C(C3=CC2)=O)C2C(NC(CC2)=O)=O)C=C1 (Z)-3-(5-((2-(1-(2-(4-(1-(4-hydroxyphenyl)-2-phenylbut-1-en-1-yl)phenoxy)ethyl)piperidin-4-yl)ethyl)amino)-1-oxoisoindolin-2-yl)piperidine-2,6-dione